3-[(2R)-2-cyano-2-methyl-pyrrolidine-1-carbonyl]-N-[(3R*)-3-cyanotetrahydrofuran-3-yl]-8-methoxy-1-(2-thienyl)-5,6-dihydropyrrolo[2,1-a]isoquinoline-9-carboxamide C(#N)[C@@]1(N(CCC1)C(=O)C1=CC(=C2N1CCC1=CC(=C(C=C21)C(=O)N[C@@]2(COCC2)C#N)OC)C=2SC=CC2)C |o1:25|